NC1C(=O)OCCC1 α-amino-5-valerolactone